N-[3-[(5-bromo-2-methylphenyl)amino]-3-oxopropyl]-1-cyclopropyl-1,2,3,4-tetrahydro-2,4-dioxo-pyrido[2,3-d]pyrimidine-6-carboxamide BrC=1C=CC(=C(C1)NC(CCNC(=O)C1=CC2=C(N(C(NC2=O)=O)C2CC2)N=C1)=O)C